1-(Boc)piperazine C(=O)(OC(C)(C)C)N1CCNCC1